BrC1=C(C=C(C=C1)I)COC 1-bromo-4-iodo-2-(methoxymethyl)benzene